4'-fluoro-3-(pyridin-2-yl)-[1,1'-biphenyl]-4-carbonitrile FC1=CC=C(C=C1)C1=CC(=C(C=C1)C#N)C1=NC=CC=C1